2-phenyl-4H-pyrrolo[2,3-d]thiazole-5-carboxylic acid C1(=CC=CC=C1)C=1SC2=C(N1)NC(=C2)C(=O)O